4-(5-cyclopentyloxycarbonylamino-1-methylindol-3-yl-methyl)-3-methoxy-N-o-toluenesulfonylbenzamide C1(CCCC1)OC(=O)NC=1C=C2C(=CN(C2=CC1)C)CC1=C(C=C(C(=O)NS(=O)(=O)C=2C(C)=CC=CC2)C=C1)OC